(1-(2-oxabicyclo[2.2.1]heptan-5-ylmethyl)-1H-pyrazol-4-yl)-8-chloro-7-((2-methyl-1H-benzo[d]imidazol-6-yl)oxy)quinoxaline C12OCC(C(C1)CN1N=CC(=C1)C1=NC3=C(C(=CC=C3N=C1)OC=1C=CC3=C(NC(=N3)C)C1)Cl)C2